5-chloro-2-methyl-8-(3-methylphenyl)-[1,2,4]triazolo[1,5-a]pyrazin-6-amine ClC1=C(N=C(C=2N1N=C(N2)C)C2=CC(=CC=C2)C)N